CN1C(N(C=2C1=CC=1C(=NN=C(C1C2)N[C@H](C)C2=C(C(=CC=C2)C2=CN=CS2)C)C)C)=O 1,3,8-trimethyl-5-[[(1R)-1-(2-methyl-3-thiazol-5-yl-phenyl)ethyl]amino]imidazo[4,5-g]phthalazin-2-one